ClC1=NC=2N(C(=C1)N1CCN(CC1)S(=O)(=O)C)N=C(C2C2=CC=C(C=C2)Cl)C2=C(C=CC=C2)Cl 5-chloro-2-(2-chlorophenyl)-3-(4-chlorophenyl)-7-(4-methylsulfonylpiperazin-1-yl)pyrazolo[1,5-a]pyrimidine